ClC=1C=C(C(=O)[O-])C=C(C1)Cl 3,5-dichlorobenzoate